(5-(1,3-dioxolan-2-yl)-2-methoxy-2',6'-dimethyl-[1,1'-biphenyl]-3-yl)methyl 4-methylbenzenesulfonate CC1=CC=C(C=C1)S(=O)(=O)OCC=1C(=C(C=C(C1)C1OCCO1)C1=C(C=CC=C1C)C)OC